C(#N)C1=C(OC=2C=C3C(N(C=NC3=CC2)CCCC2CCN(CC2)C(CN2CCC(CC2)C2=CC=C3C(=NN(C3=C2)C)C2C(NC(CC2)=O)=O)=O)=O)C(=CC=C1NS(N(C)CC)(=O)=O)F 6-[2-cyano-3-[[ethyl(methyl)sulfamoyl]amino]-6-fluoro-phenoxy]-3-[3-[1-[2-[4-[3-(2,6-dioxo-3-piperidyl)-1-methyl-indazol-6-yl]-1-piperidyl]acetyl]-4-piperidyl]propyl]-4-oxo-quinazoline